FC=1C(=NN2C1N=C(C=C2[C@H]2CN(CCO2)C(=O)OC)C)[C@@H]2CC[C@H](CC2)C(F)(F)F methyl (2R)-2-{3-fluoro-5-methyl-2-[trans-4-(trifluoromethyl)cyclohexyl]pyrazolo[1,5-a]pyrimidin-7-yl}morpholine-4-carboxylate